ClC1=CC2=C(C(C=3NC4=CC(=CC(=C4C3C2=O)C(C)(C)C)C#C)(C)C)C=C1N1CCN(CC1)C(=O)[O-] 4-(9-chloro-3-ethynyl-6,6-dimethyl-11-oxo-6,11-dihydro-tert-butyl-5H-benzo[b]carbazol-8-yl)piperazine-1-carboxylate